C(CCCCCCC\C=C/CC)CC(=O)[O-] (Z)-9-Dodecenylacetat